3-{2-[(3,5-dimethylphenyl)amino]pyrimidin-4-yl}-1-methyl-N-[(2R)-1,1,1-trifluorobutan-2-yl]-1H-pyrazole-5-carboxamide CC=1C=C(C=C(C1)C)NC1=NC=CC(=N1)C1=NN(C(=C1)C(=O)N[C@@H](C(F)(F)F)CC)C